methoxyhept-1,6-diene COC=CCCCC=C